BrC1=CC=C(C=C1)C(C(=CC)C1=CC=CC=C1)=O 1-(4-bromophenyl)-2-phenylbut-2-ene-1-one